FC1=C(C=CC=C1F)[C@@]1(CNCC1)OC (S)-3-(2,3-difluorophenyl)-3-methoxypyrrolidine